C(=C\CCCCC)/C=1C=C(C=2[C@H]3[C@H](C(OC2C1)(C)C)CC=C(C3)C)O (6Ar,10aR)-3-[(E)-hept-1-enyl]-6,6,9-trimethyl-6a,7,10,10a-tetrahydrobenzo[c]chromen-1-ol